CN1CCCCC1=O N-methylpiperidone